3-(1-(1-(tetrahydro-2H-pyran-2-yl)-1H-pyrazolo[3,4-b]pyrazin-6-yl)azetidin-3-yl)piperidine-1-carboxylic acid benzyl ester C(C1=CC=CC=C1)OC(=O)N1CC(CCC1)C1CN(C1)C1=CN=C2C(=N1)N(N=C2)C2OCCCC2